C(C1=CC=CC=C1)OC1=NC(=CC=C1C1=NN(C2=C(C(=CC=C12)F)Br)C)OCC1=CC=CC=C1 3-(2,6-bis(benzyloxy)pyridin-3-yl)-7-bromo-6-fluoro-1-methyl-1H-indazole